BrC=1C=NC=C(C1N(CC(=O)OCC)C)[N+](=O)[O-] ethyl N-(3-bromo-5-nitropyridin-4-yl)-N-methylglycinate